BrC=1N=C(SC1)[C@H]([C@@H](C(=O)N1N[C@@H](CCC1)C(=O)OC)N(CC1=CC=CC=C1)CC1=CC=CC=C1)OC methyl (S)-1-((2S,3S)-3-(4-bromothiazol-2-yl)-2-(dibenzylamino)-3-methoxypropanoyl)hexahydropyridazine-3-carboxylate